FC(C1=NC(=NO1)C=1C=C2CC[C@H](C2=CC1)NC(=O)C1=CN(C(C=C1)=O)C)F (R)-N-(5-(5-(difluoromethyl)-1,2,4-oxadiazol-3-yl)-2,3-dihydro-1H-inden-1-yl)-1-methyl-6-oxo-1,6-dihydropyridine-3-carboxamide